Ethyl (3S)-3-(4,4'-difluoro-2',5,6'-trimethyl-[1,1'-biphenyl]-3-yl)-3-(2-(5-(2-(dimethylamino)ethyl)-2-oxo-4-(trifluoromethyl)pyridin-1(2H)-yl)-4-methylpentanamido)propanoate FC1=C(C=C(C=C1C)C1=C(C=C(C=C1C)F)C)[C@H](CC(=O)OCC)NC(C(CC(C)C)N1C(C=C(C(=C1)CCN(C)C)C(F)(F)F)=O)=O